ClC1=C(C(=CC=2NC=NC21)Cl)C2=CSC=C2 4,6-dichloro-5-(thiophen-3-yl)-1H-benzo[d]imidazol